(2-(cyclopentyloxy)phenyl)methylamine C1(CCCC1)OC1=C(C=CC=C1)CN